N-(2-(Dimethylamino)ethyl)-1H-indole-1-carboxamide CN(CCNC(=O)N1C=CC2=CC=CC=C12)C